(S)-3-((4-(5-chloro-1-(morpholin-2-ylmethyl)-1H-indol-7-yl)pyrrolo[2,1-f][1,2,4]triazin-6-yl)methyl)-1-methylpyrimidine-2,4(1H,3H)-dione ClC=1C=C2C=CN(C2=C(C1)C1=NC=NN2C1=CC(=C2)CN2C(N(C=CC2=O)C)=O)C[C@@H]2CNCCO2